7-(8-amino-3-((5,6-dihydro-11H-imidazo[1,2-a]pyrazolo[1,5-d][1,4]diazepin-8-yl)amino)-7-fluoroisoquinolin-6-yl)-3,8-dimethyl-2,3-dihydropyrido[3,2-d]pyrimidin-4(1H)-one NC=1C(=C(C=C2C=C(N=CC12)NC1=NN2CC=3N(CCC2=C1)C=CN3)C3=C(C=1NCN(C(C1N=C3)=O)C)C)F